NC=1N=NC(=CC1N1CC2CCC(C1)N2C2=CC(=NC=C2)OCCN2CCN(CC2)C(=O)OCC2=CC=CC=C2)C2=C(C=CC=C2)O benzyl 4-[2-[[4-[3-[3-amino-6-(2-hydroxyphenyl)pyridazin-4-yl]-3,8-diazabicyclo[3.2.1]octan-8-yl]-2-pyridyl]oxy]ethyl]piperazine-1-carboxylate